C1(CC1)C(C(=O)OCC)=O ethyl 2-cyclopropyl-2-oxo-acetate